ClCC1=CC=C(C=C1)N1C(=NC=2C1=NC(=CC2)C2=NC=C(C=C2)C(F)(F)F)C=2C(=NC=CC2)N 3-(3-(4-(Chloromethyl)phenyl)-5-(5-(trifluoromethyl)pyridin-2-yl)-3H-imidazo[4,5-b]pyridin-2-yl)pyridin-2-amine